1-(7-(8-chloronaphthalen-1-yl)-8-fluoro-2-((tetrahydro-1H-pyrrolizin-7a(5H)-yl)methoxy)pyrido[4,3-d]pyrimidin-4-yl)-N2,N2,2-trimethylpropane-1,2-diamine ClC=1C=CC=C2C=CC=C(C12)C1=C(C=2N=C(N=C(C2C=N1)C(C(C)(N(C)C)C)N)OCC12CCCN2CCC1)F